CC(CCOC(CC)(CCCC(C)C)C)CCCC(C)C 3,7-Dimethyloctan-3-yl 3,7-Dimethyloctan-1-yl Ether